ClC1=CNC2=C(C=CC=C12)NS(=O)(=O)C=1C=NN(C1)C(C)C N-(3-Chloro-1H-indol-7-yl)-1-isopropyl-pyrazol-4-sulfonamid